COC1=CC=C(C=C1)C(OC[C@@]1(C(OC([C@@H](O1)N1C(NC(C(=C1)C)=O)=O)O)O)CO[Si](C(C)C)(C(C)C)C(C)C)(C1=CC=CC=C1)C1=CC=C(C=C1)OC 1-[(2R,6S)-6-[[bis(4-methoxyphenyl)-phenyl-methoxy]methyl]-3,5-dihydroxy-6-(triisopropylsilyloxymethyl)-1,4-dioxan-2-yl]-5-methyl-pyrimidine-2,4-dione